tert-butyldimethyl-silyl chloride C(C)(C)(C)[Si](C)(C)Cl